(R)-ethyl(methyl)((6-((R)-3-methylmorpholino)-2-(1H-pyrrolo[2,3-b]pyridin-4-yl)pyrimidin-4-yl)imino)λ6-sulfanone C(C)[S@@](=O)(=NC1=NC(=NC(=C1)N1[C@@H](COCC1)C)C1=C2C(=NC=C1)NC=C2)C